CN1N=CC=C1C(=O)NC(C(NC1=CC=C2C(=C1)NC(C21CCOCC1)=O)=O)C1CCOCC1 2-Methyl-N-[1-(oxan-4-yl)-2-oxo-2-[(2-oxospiro[1H-indole-3,4'-oxane]-6-yl)amino]ethyl]-pyrazole-3-carboxamide